C(C)(C)OC(C(C)N=P(=O)OC1=C(C=CC=C1)OCC=1C=NC(=C(C1C=O)O)C)=O 2-((S)-((4-formyl-5-hydroxy-6-methylpyridin-3-yl)methoxy)(phenoxy)phosphorylamino)propionic acid (S)-isopropyl ester